[OH-].[O-2].[Al+3] aluminum oxide hydroxide